[NH4+].C(C1=CC=C(C(=O)[O-])C=C1)(=O)[O-].[NH4+] terephthalic acid ammonium salt